FC=1C=C(C=C(C1)C(F)(F)F)C1=CC(=C(C(=N1)N)N)N(C)CC1(CCC1)COC 6-[3-Fluoro-5-(trifluoromethyl)phenyl]-N4-{[1-(methoxymethyl)cyclobutyl]methyl}-N4-methylpyridin-2,3,4-triamine